3,5-difluoro-4-((2-(trifluoromethyl)pyridin-4-yl)oxy)benzaldehyde FC=1C=C(C=O)C=C(C1OC1=CC(=NC=C1)C(F)(F)F)F